S(=O)(=O)(O)CCC[NH+]1CCOCC1 N-(3-sulfopropyl)morpholinium